(2-(((6-cyclopropyl-5-oxo-5,6,7,8-tetrahydro-1,6-naphthyridin-2-yl) oxy) methyl)-3-fluoroallyl tert-butyl) carbamate C(N)(OC(CCC(=CF)COC1=NC=2CCN(C(C2C=C1)=O)C1CC1)(C)C)=O